(2S,3S,4R,5R)-5-(6-((3,5-dimethylbenzyl)amino)-2-(5-methylpyridin-3-yl)-9H-purin-9-yl)-3,4-dihydroxyl-N-methyltetrahydrofuran-2-carboxamide CC=1C=C(CNC2=C3N=CN(C3=NC(=N2)C=2C=NC=C(C2)C)[C@H]2[C@@H]([C@@H]([C@H](O2)C(=O)NC)O)O)C=C(C1)C